tert-butyl N-[3-[(5-bromo-3-methyl-pyrazin-2-yl)oxy]cyclobutyl]carbamate BrC=1N=C(C(=NC1)OC1CC(C1)NC(OC(C)(C)C)=O)C